1-methyl-1-(1-methylpiperidin-4-yl)-3-(4-methylquinazolin-2-yl)guanidine CN(C(=N)NC1=NC2=CC=CC=C2C(=N1)C)C1CCN(CC1)C